FC(OC1=CC=C(C=C1)S(=O)(=O)C=1C=C(C(=NC1)C=1OC(=NN1)COC(F)(F)F)N)(F)F 5-[4-(trifluoromethoxy)benzene-1-sulfonyl]-2-{5-[(trifluoromethoxy)methyl]-1,3,4-oxadiazol-2-yl}pyridin-3-amine